(R)-1-(2-(2-chlorophenyl)-2-hydroxyethyl)-3-hydroxy-2-methylpyridin-4(1H)-one ClC1=C(C=CC=C1)[C@H](CN1C(=C(C(C=C1)=O)O)C)O